methyl 5-cyclopropyl-3-[3-(trans-methoxy)cyclobutyl]amino-pyridine-2-carboxylate C1(CC1)C=1C=C(C(=NC1)C(=O)OC)NC1CC(C1)OC